(2R)-4-[3-(2-chloro-6-methyl-4-pyridinyl)-2-(3-cyanophenyl)pyrazolo[1,5-a]pyrimidin-5-yl]morpholine-2-carboxylic acid ClC1=NC(=CC(=C1)C=1C(=NN2C1N=C(C=C2)N2C[C@@H](OCC2)C(=O)O)C2=CC(=CC=C2)C#N)C